(3R,6S)-6-methylpiperidine-3-carbamic acid tert-butyl ester C(C)(C)(C)OC(N[C@H]1CN[C@H](CC1)C)=O